ClS(=O)(=O)CC1CCC(CC1)N(C1=C2C(=NC=C1C(=O)OCC)N(C=C2)S(=O)(=O)C2=CC=C(C)C=C2)C ethyl 4-(((1r,4r)-4-((chlorosulfonyl) methyl) cyclohexyl) (methyl) amino)-1-p-toluenesulfonyl-1H-pyrrolo[2,3-b]pyridine-5-carboxylate